FC1(CN(CC(C1O)O)C(=O)OCC1=CC=CC=C1)F rac-benzyl 3,3-difluoro-4,5-dihydroxy-piperidine-1-carboxylate